1,1,1-tri(4-fluorophenyl)silane FC1=CC=C(C=C1)[SiH](C1=CC=C(C=C1)F)C1=CC=C(C=C1)F